2-[1-[2-(1H-indol-6-yl)-3,6-dimethyl-4-oxo-chromen-8-yl]ethylamino]benzoic acid N1C=CC2=CC=C(C=C12)C=1OC2=C(C=C(C=C2C(C1C)=O)C)C(C)NC1=C(C(=O)O)C=CC=C1